C(C=C)(=O)NCCCC[C@@H](C(=O)N1CCN(CC1)S(=O)(=O)C1=CC=CC2=CC=CC=C12)NC(OCC1=CC=CC=C1)=O (S)-benzyl 6-acrylamido-1-(4-(naphthalen-1-ylsulfonyl)piperazin-1-yl)-1-oxohexan-2-yl-carbamate